BrC(C)C1=C(C(=O)OC)C=CC(=N1)C1=CC=C(C=C1)Cl methyl 2-(1-bromoethyl)-6-(4-chloro-phenyl)-nicotinate